ClC=1C(=C2C=3N(C=4CCN(C(C4C3CCC2=CN1)=O)C(=O)OC(C)(C)C)COCC[Si](C)(C)C)F tert-butyl 4-chloro-3-fluoro-12-oxo-17-{[2-(trimethylsilyl)ethoxy]methyl}-5,13,17-triazatetracyclo[8.7.0.02,7.011,16]heptadeca-1(10),2,4,6,11(16)-pentaene-13-carboxylate